NC1=NC=CC(=C1C)COC=1C(=NC=C(N1)Br)N 3-((2-amino-3-methylpyridin-4-yl)methoxy)-5-bromopyrazin-2-amine